C1(=CC=CC=C1)[C@@H]1C[C@H](C2=NC=CC=C2O1)CNC(OC(C)(C)C)=O |r| rac-tert-butyl {[(2S,4S)-2-phenyl-3,4-dihydro-2H-pyrano[3,2-b]pyridin-4-yl]methyl}carbamate